ClC=1C=C(C=C2C=C(N=NC12)NC(=O)NC1COCC1)C=1C=NC=CC1CC 1-[8-Chloro-6-(4-ethyl-3-pyridyl)cinnolin-3-yl]-3-tetrahydrofuran-3-yl-urea